OC=1N(N=C2CCC(CC12)N1CCN(CC1)C(=O)OC(C)(C)C)C1=NC=CC=C1 tert-Butyl 4-(3-hydroxy-2-(pyridin-2-yl)-4,5,6,7-tetrahydro-2H-indazol-5-yl)piperazine-1-carboxylate